C(C(=O)OCC1=CC=C(C=C1)C)(=O)OCC1=CC=C(C=C1)C di-(p-methylbenzyl) oxalate